NC1=C(C(=O)OC)C=CC(=C1F)C1=CC=CC2=CC=CC(=C12)Cl methyl 2-amino-4-(8-chloronaphthalen-1-yl)-3-fluorobenzoate